tert-butyl 4-(4-(1-isopropyl-6-oxo-1,6-dihydropyridin-3-yl)-1H-pyrrolo[2,3-b]pyridin-2-yl)piperidine-1-carboxylate C(C)(C)N1C=C(C=CC1=O)C1=C2C(=NC=C1)NC(=C2)C2CCN(CC2)C(=O)OC(C)(C)C